C1(=CC=C(C=C1)C(C=1OC2=C(C1NS(=O)(=O)C1=CC=C(C=C1)C)C=CC=C2)N2C(=C(C1=CC=CC=C21)C)C)C2=CC=CC=C2 (+)-N-(2-([1,1'-Biphenyl]-4-yl(2,3-dimethyl-1H-indol-1-yl)methyl)benzofuran-3-yl)-4-methylbenzenesulfonamide